5-(4-(tert-Butoxycarbonyl)-2-methylpiperazin-1-yl)-2-methylbenzoic acid C(C)(C)(C)OC(=O)N1CC(N(CC1)C=1C=CC(=C(C(=O)O)C1)C)C